2-(6-(((1R,3s,5S)-1,5-dimethyl-8-azabicyclo[3.2.1]octan-3-yl)(methyl)amino)pyridazin-3-yl)-3,4-difluoro-5-(6-(methoxy-d3)pyridazin-4-yl)phenol C[C@]12CC(C[C@](CC1)(N2)C)N(C2=CC=C(N=N2)C2=C(C=C(C(=C2F)F)C2=CN=NC(=C2)OC([2H])([2H])[2H])O)C